phenylmalonic acid monoamide C1(=CC=CC=C1)C(C(=O)N)C(=O)O